ethyl (5-(2-((4-(trifluoromethyl)phenyl)amino)phenyl)-1,3,4-oxadiazol-2-yl)glycinate FC(C1=CC=C(C=C1)NC1=C(C=CC=C1)C1=NN=C(O1)NCC(=O)OCC)(F)F